4-((4-(5-(4-chlorophenoxy)-2,2-dimethylpentanoyl)piperazin-1-yl)methyl)benzoic acid ClC1=CC=C(OCCCC(C(=O)N2CCN(CC2)CC2=CC=C(C(=O)O)C=C2)(C)C)C=C1